CC1=CSC2=C1C(N(C=C2)C)=O 3,5-dimethylthieno[3,2-c]pyridin-4(5H)-one